BrC=1C=C(C=CC1)S(=O)(=O)N1CC(OCC1)C1=C(SC2=C1C=CC=C2)C(=O)N [4-(3-bromophenyl)sulfonylmorpholin-2-yl]benzothiophene-2-carboxamide